[Cu].C12(C(C3(CC(CC(C1)C3)C2)C(=O)O)(C(=O)O)C(=O)O)C(=O)O adamantane-tetracarboxylic acid copper